3-(4-((7-((adamantan-1-yl)amino)heptyl)amino)-6-fluoro-1-oxoisoindolin-2-yl)piperidine C12(CC3CC(CC(C1)C3)C2)NCCCCCCCNC2=C3CN(C(C3=CC(=C2)F)=O)C2CNCCC2